2-(2-adamantyl)-N-[2-[(4-methoxyphenyl)methyl]-1H-benzimidazol-5-yl]acetamide C12C(C3CC(CC(C1)C3)C2)CC(=O)NC2=CC3=C(NC(=N3)CC3=CC=C(C=C3)OC)C=C2